N-(2,3-epoxychloropropyl)trimethyl-ammonium chloride [Cl-].ClC1C(C[N+](C)(C)C)O1